dibenzylethylene-diamine C(C1=CC=CC=C1)NCCNCC1=CC=CC=C1